NC1=NNC2=NC=C(C=C21)C2=CC=C(C=C2)S(=O)(=O)N2C[C@@H]([C@@H](CC2)NC2=NC=C(C=C2)C(F)(F)F)O (3S,4R)-1-((4-(3-amino-1H-pyrazolo[3,4-b]pyridin-5-yl)phenyl)sulfonyl)-4-((5-(trifluoromethyl)pyridin-2-yl)amino)piperidin-3-ol